cis-racemic-tert-butyl 4-amino-2-methylpiperidine-1-carboxylate N[C@@H]1C[C@@H](N(CC1)C(=O)OC(C)(C)C)C |r|